C(C)(C)C1=NN(C(C=2N1C1=C(C2)C=CS1)=O)CC(=O)N[C@H]1CN(CCC1)C(COC)C 2-(8-Isopropyl-5-oxothieno[3',2':4,5]pyrrolo[1,2-d][1,2,4]triazin-6(5H)-yl)-N-((3R)-1-(1-methoxyprop-2-yl)piperidin-3-yl)acetamide